ethyl 4-bromo-3,5-diethoxy-2-fluoro-benzoate BrC1=C(C(=C(C(=O)OCC)C=C1OCC)F)OCC